FC1(CN(CC[C@H]1NC1=NN2C(C(=N1)OC)=C(C(=C2)F)C=2C=NC=1N(C2)C(=CN1)C(F)F)C1COC1)F (R)-N-(3,3-difluoro-1-(oxetan-3-yl)piperidin-4-yl)-5-(3-(difluoromethyl)imidazo[1,2-a]pyrimidin-6-yl)-6-fluoro-4-methoxypyrrolo[2,1-f][1,2,4]triazin-2-amine